5-[[5-(4-bromophenyl)tetrazol-2-yl]methyl]-N-(2-carbamoyl-4-chloro-6-methyl-phenyl)-2-(3-chloro-2-pyridyl)pyrazole-3-carboxamide BrC1=CC=C(C=C1)C=1N=NN(N1)CC=1C=C(N(N1)C1=NC=CC=C1Cl)C(=O)NC1=C(C=C(C=C1C)Cl)C(N)=O